1-amino-3-iodopropane NCCCI